O=C1N(CCC(N1)=O)C1=CC=C(C(=O)N2CCN(CC2)C(=O)[O-])C=C1 4-(4-(2,4-dioxotetrahydropyrimidin-1(2H)-yl)benzoyl)piperazine-1-carboxylate